3,7-dimethylhexadecane-2-ol CC(C(C)O)CCCC(CCCCCCCCC)C